2-ethyl-1,4-naphthalenediol C(C)C1=C(C2=CC=CC=C2C(=C1)O)O